N1(CCNCC1)C1=C(C=C(C=C1)N)N 4-piperazinyl-1,3-phenylenediamine